3-Hydroxy-2-(1-((4-methoxy-3,5-dimethylpyridin-2-yl)methyl)-3-(trifluoromethyl)-1H-pyrazole-4-carbonyl)cyclohex-2-en-1-one OC1=C(C(CCC1)=O)C(=O)C=1C(=NN(C1)CC1=NC=C(C(=C1C)OC)C)C(F)(F)F